N1CC(C1)OC=1C=CC(=C(C(=O)N[C@H](C)C2=CC(=CC=C2)C=2SC(=CC2)CNC2C(NCC2)=O)C1)C 5-(azetidin-3-yloxy)-2-methyl-N-((1R)-1-(3-(5-(((2-oxopyrrolidin-3-yl)amino)methyl)thiophen-2-yl)phenyl)ethyl)benzamide